ClC=1C=C2C(=CNC2=CC1)CCCNS(=O)(=O)C1=CC=C(C=C1)OC1=CC(=CC=C1)N1CCCCC1 N-(3-(5-chloro-1H-indol-3-yl)propyl)-4-(3-(piperidin-1-yl)phenoxy)benzenesulfonamide